2-oxohexandiamid O=C(C(=O)N)CCCC(=O)N